C(C)OC(=O)C=1N=NC=CC1OC1CC1 4-Cyclopropoxypyridazine-3-carboxylic acid ethyl ester